C(C1=CC=CC=C1)OCCNCCCCCCCC(=O)NC(CCCCCCCC)CCCCCCCC 8-(2-benzyloxyethylamino)-N-(1-octylnonyl)octanoamide